3-bromo-4,5,6,7-tetrahydrothieno[2,3-c]Pyridine BrC1=CSC=2CNCCC21